ClC1=CC(=NC(=C1)C(NCC1=CC=C(C=C1)OC)=O)C(=O)OC methyl 4-chloro-6-{[(4-methoxyphenyl)methyl]carbamoyl}pyridine-2-carboxylate